CC([C@@H](C(=O)O)NS(=O)(=O)C=1C=CC2=C(OC3=C2C=C(C=C3)NC(=O)NCCC=3SC=CC3)C1)C (S)-3-methyl-2-(8-(3-(2-(thiophen-2-yl)ethyl)ureido)dibenzo[b,d]furan-3-sulfonamido)butanoic acid